[4-(4-fluorobenzyl)piperazin-1-yl][4-(7-methyl-5,8-dihydrooxepino[3,2-f]benzofuran-2-yl)phenyl]methanone FC1=CC=C(CN2CCN(CC2)C(=O)C2=CC=C(C=C2)C=2OC3=C(C2)C=C2C(=C3)OCC(=CC2)C)C=C1